[K].CC1=NOC=N1 methyl-1,2,4-oxadiazole potassium salt